2-(2-methyl-3-(1-methyl-1H-indol-2-yl)acrylamido)benzoic acid CC(C(=O)NC1=C(C(=O)O)C=CC=C1)=CC=1N(C2=CC=CC=C2C1)C